O=C1NC(CCC1N1C(C2=CC=CC(=C2C1=O)SCCCCC(=O)O)=O)=O 5-((2-(2,6-dioxopiperidin-3-yl)-1,3-dioxoisoindolin-4-yl)thio)valeric acid